Di-tert-butyl-heptane-5,6-dicarboxylic acid C(C)(C)(C)C(CCCC(C(C)C(=O)O)C(=O)O)C(C)(C)C